C(N)(OCC(=CF)COC=1C=C2CCNC(C2=CC1)=O)=O (3-fluoro-2-(((1-oxo-1,2,3,4-tetrahydroisoquinolin-6-yl) oxy) methyl) allyl) carbamate